(2-(chloromethyl)-4-methoxyphenyl)-4-methylbenzenesulfonamide ClCC1=C(C=CC(=C1)OC)C1=C(C=CC(=C1)C)S(=O)(=O)N